2-(3,4-dimethoxyphenyl)-8-methyl-6-(4-(piperazin-1-yl)phenyl)imidazo[1,2-a]pyridine dihydrochloride Cl.Cl.COC=1C=C(C=CC1OC)C=1N=C2N(C=C(C=C2C)C2=CC=C(C=C2)N2CCNCC2)C1